C1(CC1)C#CC1=CC(=C2C(NC(=NC2=C1)CSC1CCN(CC1)C(=O)OC(C)(C)C)=O)F tert-butyl 4-(((7-(cyclopropylethynyl)-5-fluoro-4-oxo-3,4-dihydroquinazolin-2-yl)methyl)thio)piperidine-1-carboxylate